CN(C1C[C@H]2CC[C@@H](C1)N2C(=O)OC(C)(C)C)C=2N=NC(=CC2)C=2C=CC(=C1CC(NC21)=O)C=2C=NN(C2)C2OCCCC2 tert-Butyl (1R,3S,5S)-3-[methyl(6-[4-[1-(oxan-2-yl)pyrazol-4-yl]-2-oxo-1,3-dihydroindol-7-yl]pyridazin-3-yl)amino]-8-azabicyclo[3.2.1]octane-8-carboxylate